N-propylideneethanolamine-N-oxide C(CC)=[N+](CCO)[O-]